(E)-1-Phenyl-3-(p-tolyl)thio-3-(trimethylsilyl)prop-2-en-1-one C1(=CC=CC=C1)C(\C=C(/[Si](C)(C)C)\SC1=CC=C(C=C1)C)=O